ClC1=C(C=CC(=C1)F)C(C1CCN(CC1)C(=O)OC(C)(C)C)(F)F tert-Butyl 4-((2-chloro-4-fluorophenyl)difluoromethyl)piperidine-1-carboxylate